ClC1=NC(=C2N(C=NC2=N1)CC1=CC=C(CNC(OC(C)(C)C)=O)C=C1)Cl tert-butyl 4-((2,6-dichloro-7H-purin-7-yl)methyl)benzylcarbamate